ClCC1=CC=C(C=C1)SC1=CC=C(C=C1)CCl 4-chloromethylphenyl sulfide